CC1=C(C=2N=C3N(CCN(C3)C(CCOCC3NCC3)=O)C2N=C1)C 2-((3-(3,4-dimethyl-8,9-dihydropyrido[3',2':4,5]imidazo[1,2-a]pyrazin-7(6H)-yl)-3-oxopropoxy)methyl)azetidin